3-[4-(4-methanesulfonylpiperidine-1-sulfonyl)phenyl]-1-(pyridin-3-ylmethyl)urea CS(=O)(=O)C1CCN(CC1)S(=O)(=O)C1=CC=C(C=C1)NC(NCC=1C=NC=CC1)=O